ClC1=C(C(=NN1CC1CCC1)C)C=O 5-chloro-1-(cyclobutylmethyl)-3-methyl-1H-pyrazole-4-carbaldehyde